4-fluoro-5-methyl-1-(p-toluenesulfonyl)pyrrolo[2,3-c]pyridine FC1=C2C(=CN=C1C)N(C=C2)S(=O)(=O)C2=CC=C(C)C=C2